C1(CC1)C(=O)NC1=CC(=C(N=N1)C(=O)NC([2H])([2H])[2H])NC1=C(C(=C(C=C1)C)C1=NN(N=C1)C)OC 6-(cyclopropanecarboxamido)-4-((2-methoxy-4-methyl-3-(2-methyl-2H-1,2,3-triazol-4-yl)phenyl)amino)-N-(methyl-d3)pyridazine-3-carboxamide